2-fluoronicotinic acid methyl ester COC(C1=C(N=CC=C1)F)=O